OC1(CCC1)C(=O)N1[C@H]([C@H](CC1)NS(=O)(=O)C)CC=1N=C(SC1C)C1=CC=CC=C1 N-(cis-1-((1-hydroxycyclobutyl)carbonyl)-2-((5-methyl-2-phenyl-1,3-thiazol-4-yl)methyl)pyrrolidin-3-yl)methanesulfonamide